[N-](S(=O)(=O)C(F)(F)F)S(=O)(=O)C(F)(F)F.[Li+] lithium-bis(trifluoromethanesulfonyl)imide